CC1([C@@H](N2C([C@H]([C@H]2S1)NC(CC1=CC=CC=C1)=O)=O)C(=O)OCC=C)C allyl (2S,5R,6R)-3,3-dimethyl-7-oxo-6-(2-phenylacetamido)-4-thia-1-azabicyclo[3.2.0]heptane-2-carboxylate